tert-butyl 7-(1-((8-fluoro-2-methylimidazo[1,2-a]pyridin-6-yl)carbamoyl)-2,3-dihydro-1H-pyrrolo[2,3-b]pyridin-4-yl)-4,7-diazaspiro[2.5]octane-4-carboxylate FC=1C=2N(C=C(C1)NC(=O)N1CCC=3C1=NC=CC3N3CCN(C1(CC1)C3)C(=O)OC(C)(C)C)C=C(N2)C